(2R,3S,11bS)-3-(tert-butoxy)-10-methoxy-1,3,4,6,7,11b-hexahydro-2H-pyrido[2,1-a]isoquinoline-2,9-diol C(C)(C)(C)O[C@@H]1[C@@H](C[C@@H]2N(CCC3=CC(=C(C=C23)OC)O)C1)O